COC(=O)C1=[N+](C=C(C=C1)C(F)(F)F)[O-] 2-(Methoxycarbonyl)-5-(trifluoromethyl)pyridine 1-oxide